OC1(CC(C1)C(=O)N1CC2(C1)CC(C2)CN2N=C(C=C2)C(F)(F)F)C ((1s,3s)-3-hydroxy-3-methylcyclobutyl)(6-((3-(trifluoromethyl)-1H-pyrazol-1-yl)methyl)-2-azaspiro[3.3]hept-2-yl)methanone